N-((2-(2,6-dioxopiperidin-3-yl)-1-oxoisoindolin-5-yl)methyl)-2,2-difluoro-2-(4-fluorocyclohexyl)acetamide O=C1NC(CCC1N1C(C2=CC=C(C=C2C1)CNC(C(C1CCC(CC1)F)(F)F)=O)=O)=O